7-[3-(3-cyclopropyl-5-methyl-piperazin-1-yl)-1,2,4-triazin-6-yl]-4-(1H-pyrazol-4-yl)-1,3-benzothiazole C1(CC1)C1CN(CC(N1)C)C=1N=NC(=CN1)C1=CC=C(C=2N=CSC21)C=2C=NNC2